N-[4-Fluoro-5-[1-(4-fluorophenyl)-1,2,4-triazol-3-yl]-2-methylphenyl]pyrazolo[1,5-a]pyridine-3-carboxamide FC1=CC(=C(C=C1C1=NN(C=N1)C1=CC=C(C=C1)F)NC(=O)C=1C=NN2C1C=CC=C2)C